4-(1,1-difluoro-2-methylpropan-2-yl)picolinic acid FC(C(C)(C)C1=CC(=NC=C1)C(=O)O)F